propionamide lactate C(C(O)C)(=O)O.C(CC)(=O)N